(2-((4-(imidazo[1,5-a]pyridin-8-yl)-1H-1,2,3-triazol-1-yl)methyl)imidazo[1,2-a]pyridin-6-yl)methanol C=1N=CN2C1C(=CC=C2)C=2N=NN(C2)CC=2N=C1N(C=C(C=C1)CO)C2